isopropoxytin C(C)(C)O[Sn]